ClC1=CC(=C(C=C1)NS(=O)(=O)C)NC1=NC(=NC=C1Cl)NC=1C=NN(C1)CCCN(C)C N-(4-chloro-2-((5-chloro-2-((1-(3-(dimethylamino)propyl)-1H-pyrazol-4-yl)amino)pyrimidine-4-yl)amino)phenyl)methanesulfonamide